6-oxo-pyrimidin O=C1C=CN=CN1